[Ir+3].C1(=C(C(=CC(=C1)C)C)N1C(=NC=C1)C1=CC=CC=C1)C.C1(=C(C(=CC(=C1)C)C)N1C(=NC=C1)C1=CC=CC=C1)C.C1(=C(C(=CC(=C1)C)C)N1C(=NC=C1)C1=CC=CC=C1)C tris(mesityl-2-phenyl-1H-imidazole) iridium (III)